C(#N)C=1C=C(C(=O)N)C=CC1NC(\C=C\CNC1CCC(CC1)N(CC)CC)=O 3-cyano-4-((E)-4-(((1r,4r)-4-(diethylamino)cyclohexyl)amino)but-2-enamido)benzamide